(S)-6-((1,4-dioxan-2-yl)methoxy)-4-(benzyloxy)-2-((4-ethoxyphenyl)ethynyl)-3-methylpyridine O1[C@@H](COCC1)COC1=CC(=C(C(=N1)C#CC1=CC=C(C=C1)OCC)C)OCC1=CC=CC=C1